3-(5-(2,5-diazabicyclo[2.2.1]heptan-2-yl)-4-fluoro-1-oxoisoindolin-2-yl)piperidine-2,6-dione C12N(CC(NC1)C2)C=2C(=C1CN(C(C1=CC2)=O)C2C(NC(CC2)=O)=O)F